3-(4-((4-((6-((5-fluoro-4-(4-fluoro-1-isopropyl-2-methyl-1H-benzo[d]imidazol-6-yl)pyrimidin-2-yl)amino)pyridin-3-yl)methyl)piperazin-1-yl)methyl)phenyl)piperidine-2,6-dione FC=1C(=NC(=NC1)NC1=CC=C(C=N1)CN1CCN(CC1)CC1=CC=C(C=C1)C1C(NC(CC1)=O)=O)C=1C=C(C2=C(N(C(=N2)C)C(C)C)C1)F